L-alanine isopropyl ester C(C)(C)OC([C@@H](N)C)=O